2-methyl-(methyl)-1H-benzo[d]imidazole-6-carboxylic acid CC1=NC2=C(N1C)C=C(C=C2)C(=O)O